((3R,4R,5R,6R)-4,5-dihydroxy-6-(hydroxymethyl)tetrahydro-2H-pyran-3-yl)carbamate O[C@@H]1[C@@H](CO[C@@H]([C@@H]1O)CO)NC([O-])=O